NCCN1CCN(CC1)C(C(CCC)CCC)=O 1-(4-(2-aminoethyl)piperazin-1-yl)-2-propylpentan-1-one